(2-ethyl-6-n-butyl-1,4-phenylene) ether C(C)C1=C2C(=CC(=C1)O2)CCCC